FC1=C(C=C(C=C1)NC(=O)C1=C(N(C(=C1C)C(C(=O)NCC(C)(C)O)=O)C)C=1SC=CN1)C N-(4-fluoro-3-methylphenyl)-5-(2-((2-hydroxy-2-methylpropyl)amino)-2-oxoacetyl)-1,4-dimethyl-2-(thiazol-2-yl)-1H-pyrrole-3-carboxamide